7-(3-fluoro-4-(trifluoromethyl)phenyl)-N6-(isoquinolin-6-yl)-N2,5-dimethyl-N2-(1-methylpiperidin-4-yl)-4,7-dihydropyrazolo[1,5-a]pyrimidine-2,6-dicarboxamide FC=1C=C(C=CC1C(F)(F)F)C1C(=C(NC=2N1N=C(C2)C(=O)N(C2CCN(CC2)C)C)C)C(=O)NC=2C=C1C=CN=CC1=CC2